4-(2-((3S,4r)-4-amino-3-fluoropiperidin-1-yl)-6-(2-fluoro-6-(trifluoromethyl)phenyl)quinazolin-4-yl)-2-fluorobenzonitrile N[C@H]1[C@H](CN(CC1)C1=NC2=CC=C(C=C2C(=N1)C1=CC(=C(C#N)C=C1)F)C1=C(C=CC=C1C(F)(F)F)F)F